COC(N(CCC)CC)CC1=CNC2=CC=CC=C12 methoxy-N-ethyl-N-propyltryptamine